isopropyl (R)-2-amino-2-(3-fluoro-4-(2-(methyl-d3)-2H-1,2,3-triazol-4-yl)phenyl)-4,4-dimethylpentanoate N[C@](C(=O)OC(C)C)(CC(C)(C)C)C1=CC(=C(C=C1)C1=NN(N=C1)C([2H])([2H])[2H])F